C[C@@]12CC[C@@](C1(C)C)(OC2=O)C(=O)O (1S)-(-)-Camphanic acid